FC=1C=2N(C=C(C1)C1=CNC=3N=C(N=CC31)NCC3(CCCCC3)F)C(=CN2)C 5-(8-fluoro-3-methylimidazo[1,2-a]pyridin-6-yl)-N-((1-fluorocyclohexyl)methyl)-7H-pyrrolo[2,3-d]pyrimidin-2-amine